4-([1,4'-bipiperidin]-1'-yl)-3-((4-ethylphenyl)sulfonyl)-6-methoxyquinoline N1(CCCCC1)C1CCN(CC1)C1=C(C=NC2=CC=C(C=C12)OC)S(=O)(=O)C1=CC=C(C=C1)CC